4-[6-(1-Methyl-1H-pyrazol-4-yl)pyrazolo[1,5-a]pyridin-3-yl]-N-{(1R)-1-[4-(trifluoromethyl)phenyl]ethyl}piperazine-1-carboxamide CN1N=CC(=C1)C=1C=CC=2N(C1)N=CC2N2CCN(CC2)C(=O)N[C@H](C)C2=CC=C(C=C2)C(F)(F)F